3-(7-fluoro-5-(((1-(6-(6-((R)-2-(3-fluorophenyl)pyrrolidin-1-yl)imidazo[1,2-b]Pyridazin-3-yl)pyridin-2-yl)piperidin-4-yl)(methyl)amino)methyl)-1-oxoisoindoline-2-yl)piperidine FC=1C=C(C=C2CN(C(C12)=O)C1CNCCC1)CN(C)C1CCN(CC1)C1=NC(=CC=C1)C1=CN=C2N1N=C(C=C2)N2[C@H](CCC2)C2=CC(=CC=C2)F